C1(CC1)N(C(=O)N[C@@H]1[C@H](C1)C1=CC=C(C=C1)OC(F)(F)F)[C@H]1CN(CC2(CC(NC2)=O)C1)C(=O)NC (9R)-9-(1-cyclopropyl-3-((1S,2R)-2-(4-(trifluoromethoxy)phenyl)cyclopropyl)ureido)-N-methyl-3-oxo-2,7-diazaspiro[4.5]decane-7-carboxamide